IC[C@H]1CCC(N1)=O (R)-5-(iodomethyl)pyrrolidin-2-one